C(C)(C)(C)OC(N[C@H]1C[C@@H](CC1)N1C(N(C=2C1=C1C(=NC2)N(C=C1)S(=O)(=O)C1=CC=CC=C1)C)=O)=O ((1R,3R)-3-(3-methyl-2-oxo-6-(phenylsulfonyl)-3,6-dihydroimidazo[4,5-d]pyrrolo[2,3-b]pyridin-1(2H)-yl)cyclopentyl)carbamic acid tert-butyl ester